C(CCC)NS(=O)(=O)C=1C=2C3=C(C(N(C3=CC1)CC)=O)C=CC2 N-butyl-1-ethyl-2-oxo-1,2-dihydrobenzo[cd]indole-6-sulfonamide